4-[4-bromo-6-(2-chloro-4-methoxy-phenyl)-3-hydroxy-pyridin-2-yl]-4-oxo-butyric acid ethyl ester C(C)OC(CCC(=O)C1=NC(=CC(=C1O)Br)C1=C(C=C(C=C1)OC)Cl)=O